(3-Bromophenyl)dineopentylphosphine oxide BrC=1C=C(C=CC1)P(CC(C)(C)C)(CC(C)(C)C)=O